1-(4-(trifluoromethyl)phenyl)piperazine hydrochloride Cl.FC(C1=CC=C(C=C1)N1CCNCC1)(F)F